CN1C=NC=C1NC(=O)C1[N@](C1)C(C1=CC=CC=C1)(C1=CC=CC=C1)C1=CC=CC=C1 (S)-1-methyl-5-(1-tritylaziridine-2-carboxamido)-1H-imidazole